C(CCC)(=O)O.C(C(C)O)O PROPYLENEGLYCOL MONOBUTYRATE